(1S,3S)-3-(4-(5-chloro-3-(hydroxymethyl)thiophen-2-yl)-2-fluorophenoxy)cyclohexane ClC1=CC(=C(S1)C1=CC(=C(OC2CCCCC2)C=C1)F)CO